CC1(OB(OC1(C)C)[C@@H]1[C@H](C1)C1=CC(=C(C(=C1)F)F)F)C |r| rac-4,4,5,5-tetramethyl-2-((1S,2S)-2-(3,4,5-trifluorophenyl)cyclopropyl)-1,3,2-dioxaborolane